C(C)OC(=O)C1=C(N=C(O1)Br)CC 2-bromo-4-ethylOxazole-5-carboxylic acid ethyl ester